C(=O)O.ClC1=C(C(=O)N[C@@H](C(N[C@@H]2CNCC2)=O)C)C=CC(=C1)NC=1C=2N(C=CN1)C(=CN2)C=2C(=NN(C2)CC#N)C(F)(F)F 2-chloro-4-[[3-[1-(cyanomethyl)-3-(trifluoromethyl)pyrazol-4-yl]imidazo[1,2-a]pyrazin-8-yl]amino]-N-[(1R)-1-methyl-2-oxo-2-[[(3S)-pyrrolidin-3-yl]amino]ethyl]benzamide formate